3-hydroxy-3-(2-methoxypyridin-4-yl)pyrrolidine-1-carboxylic acid tert-butyl ester C(C)(C)(C)OC(=O)N1CC(CC1)(C1=CC(=NC=C1)OC)O